FC=1C(=C2C(=C(NC2=C(C1)C(=O)N)C)C)N1C[C@H](CCC1)NS(=O)(=O)C=C (S)-5-fluoro-2,3-dimethyl-4-(3-(vinylsulfonylamino)piperidin-1-yl)-1H-indole-7-carboxamide